COC1=NC=C(C(=N1)OC)C=1C=C(C=2N(N1)C=CN2)[C@@H]2[C@H](C2)C2=CC=C1C(=NN(C1=C2)CC(F)(F)F)F 6-(2,4-dimethoxypyrimidin-5-yl)-8-[(1S,2S)-2-[3-fluoro-1-(2,2,2-trifluoroethyl)indazol-6-yl]cyclopropyl]imidazo[1,2-b]pyridazine